CC1=CC=C(C=C1)S(=O)(=O)[O-].[Cu+2].CC1=CC=C(C=C1)S(=O)(=O)[O-] copper para-toluenesulphonate